(2R,4R)-1-(tert-butoxycarbonyl)-4-methyl-pyrrolidine-2-carboxylic acid C(C)(C)(C)OC(=O)N1[C@H](C[C@H](C1)C)C(=O)O